CC1=C(C=CC=C1C)NC1=C(C(=O)N2C=CC3=C2N=CC=2N3C(=CN2)[C@H]2CN(C[C@H]2CC)CC(F)(F)F)C=CC=C1 (3R,4S)-3-(3-(2-((2,3-dimethylphenyl)amino)benzoyl)-3H-imidazo[1,2-a]pyrrolo[2,3-e]pyrazin-8-yl)-4-ethyl-N-(2,2,2-trifluoroethyl)pyrrolidine